C(#N)C=1C=C(CN2C3CC(CC2CC3)NC3=C2C(=NC=C3C(=O)NC)NC=C2)C=CC1 4-((8-(3-Cyanobenzyl)-8-azabicyclo[3.2.1]octan-3-yl)amino)-N-methyl-1H-pyrrolo[2,3-b]pyridine-5-carboxamide